OC1CCC(CC1)(C(=O)NC1=CNC2=CC=C(C=C12)O[C@@H]1C[C@H](C1)C1=CC=C(C=C1)C(F)(F)F)C cis-4-hydroxy-1-methyl-N-(5-(trans-3-(4-(trifluoromethyl)phenyl)cyclobutoxy)-1H-indol-3-yl)cyclohexane-1-carboxamide